1,3-diisopropyl-1,3-propanediol di(4-butylbenzoate) C(CCC)C1=CC=C(C(=O)OC(CC(OC(C2=CC=C(C=C2)CCCC)=O)C(C)C)C(C)C)C=C1